FC1=C(C=CC(=C1)C(F)(F)F)C1(CC1)C(=O)NC=1C=CC(=C(C(=O)OC)C1)C=1C=NC(=CC1)C(C)O Methyl 5-[({1-[2-fluoro-4-(trifluoromethyl) phenyl]cyclopropyl}carbonyl) amino]-2-[6-(1-hydroxyethyl) pyridin-3-yl]benzoate